4-[4-(tert-butoxycarbonyl)piperazin-1-yl]-2-(2-methoxyethyl)indazole-7-carboxylic acid C(C)(C)(C)OC(=O)N1CCN(CC1)C=1C2=CN(N=C2C(=CC1)C(=O)O)CCOC